hexadecane-D34 [2H]C([2H])([2H])C([2H])([2H])C([2H])([2H])C([2H])([2H])C([2H])([2H])C([2H])([2H])C([2H])([2H])C([2H])([2H])C([2H])([2H])C([2H])([2H])C([2H])([2H])C([2H])([2H])C([2H])([2H])C([2H])([2H])C([2H])([2H])C([2H])([2H])[2H]